Cl.C1N[C@@H](CC2=CC=CC=C12)C(=O)OC methyl (S)-1,2,3,4-tetrahydroisoquinoline-3-carboxylate hydrochloride